(4-fluorophenyl)-1,3-dioxolan-2-one FC1=CC=C(C=C1)C1OC(OC1)=O